ClC1=C(C=C(C(=C1)Cl)OC)NC1=C(C=NC2=CC(=C(C=C12)OC)OCCCN1CCN(CC1)CC1=C(C=NC=C1)N1C(NC(CC1)=O)=O)C#N 4-((2,4-dichloro-5-methoxyphenyl)amino)-7-(3-(4-((3-(2,4-dioxotetrahydropyrimidin-1(2H)-yl)pyridin-4-yl)methyl)piperazin-1-yl)propoxy)-6-methoxyquinoline-3-carbonitrile